C(CCCCCCC)N(CCCCCCCC)CC(F)(F)F N,N-Dioctyl-2,2,2-trifluoroethylamine